CC=CC(=O)N1CCCCC1 N-(methyl)acryl-piperidine